1-(tert-butyl) 2-methyl 4-(4-chloro-3,5-difluoro-1H-indole-2-carbonyl)piperazine-1,2-dicarboxylate ClC1=C2C(=C(NC2=CC=C1F)C(=O)N1CC(N(CC1)C(=O)OC(C)(C)C)C(=O)OC)F